N-(2,2-difluoroethyl)-N-methyl-6-(1H-pyrrolo[2,3-b]pyridin-3-yl)imidazo[1,2-a]pyridine-3-carboxamide FC(CN(C(=O)C1=CN=C2N1C=C(C=C2)C2=CNC1=NC=CC=C12)C)F